ClC1=NC=CC(=C1NC(=O)C=1C=NC(=NC1)C(C)C)C=1CCCOC1 N-(2-chloro-4-(3,4-dihydro-2H-pyran-5-yl)pyridin-3-yl)-2-isopropylpyrimidine-5-carboxamide